N1=C(C=CC=C1)CNCC1=NC=CC=C1 bis-picolylamine